1-(2-(2-propanyl)phenyl)-2(1H)-quinazolinone CC(C)C1=C(C=CC=C1)N1C(N=CC2=CC=CC=C12)=O